C(N)(=O)CC[C@@H](C(NCC1=C(C=C(C=C1)S(=O)(=O)C)Cl)=O)NC(OC(C)(C)C)=O Tert-butyl N-[(1S)-3-carbamoyl-1-[[(2-chloro-4-methanesulfonylphenyl)methyl]carbamoyl]propyl]carbamate